C1(CC1)[C@H](C)NC(=O)C1=NNC(=C1)C=1C=C(C=CC1)C=1OC(=CN1)C(=O)N[C@H](C(=O)OC)C(C)C (S)-methyl 2-(2-(3-(3-(((S)-1-cyclopropylethyl) carbamoyl)-1H-pyrazol-5-yl) phenyl) oxazole-5-carboxamido)-3-methylbutyrate